tert-butyl (4-bromo-3-chlorophenyl)(methyl)carbamate BrC1=C(C=C(C=C1)N(C(OC(C)(C)C)=O)C)Cl